3,4,5,6-tetrachlorobenzoic acid ClC=1C=C(C(=O)O)C(=C(C1Cl)Cl)Cl